NC=1C=2N(C3=CC(=C(C=C3N1)F)C(=O)N1[C@@H]3[C@H](CCC1)OC1=C3C=C(C(=C1)OC(F)(F)F)F)C=NC2 |r| Rac-(4-amino-7-fluoroimidazo[1,5-a]quinoxalin-8-yl)((4aS,9bS)-8-fluoro-7-(trifluoromethoxy)-3,4,4a,9b-tetrahydrobenzofuro[3,2-b]pyridin-1(2H)-yl)methanone